aluminum tungsten titanium [Ti].[W].[Al]